(5,6-dimethylimidazo[1,2-a]pyrimidin-2-yl)[(3R,3'R)-3'-hydroxy-1,4-dihydro-1'H,2H-spiro[isoquinoline-3,4'-piperidin]-1'-yl]methanone CC1=C(C=NC=2N1C=C(N2)C(=O)N2C[C@H]([C@@]1(CC2)NCC2=CC=CC=C2C1)O)C